(3R)-N-[(1S)-1-(cyclohexylmethyl)-2-methylpropyl]-7-hydroxy-1,2,3,4-tetrahydroisoquinoline-3-carboxamide C1(CCCCC1)C[C@@H](C(C)C)NC(=O)[C@@H]1NCC2=CC(=CC=C2C1)O